glycerol sesquioleate C(CCCCCCC\C=C/CCCCCCCC)(=O)OCC(O)CO